6-(1-ethylpyrazol-3-yl)oxypyridin-3-amine C(C)N1N=C(C=C1)OC1=CC=C(C=N1)N